tert-Butyl (R)-3-((4-benzoyl-1,2,3,4-tetrahydroquinoxaline-1-carboxamido)methyl)pyrrolidin-1-carboxylate C(C1=CC=CC=C1)(=O)N1CCN(C2=CC=CC=C12)C(=O)NC[C@@H]1CN(CC1)C(=O)OC(C)(C)C